3-[5-[1-[2-[4-[7-benzyloxy-5-fluoro-6-(1,1,4-trioxo-1,2,5-thiadiazolidin-2-yl)-2-naphthyl]pyrazol-1-yl]ethyl]-4-piperidyl]-3-methyl-2-oxo-benzimidazol-1-yl]piperidine-2,6-dione C(C1=CC=CC=C1)OC1=C(C(=C2C=CC(=CC2=C1)C=1C=NN(C1)CCN1CCC(CC1)C1=CC2=C(N(C(N2C)=O)C2C(NC(CC2)=O)=O)C=C1)F)N1S(NC(C1)=O)(=O)=O